benzil diethyl ketal C(C)OC(C1=CC=CC=C1)(C(=O)C1=CC=CC=C1)OCC